N-(3-(4-methylpiperazin-1-yl)-5-(4,4,5,5-tetramethyl-1,3,2-dioxaborolan-2-yl)phenyl)acrylamide CN1CCN(CC1)C=1C=C(C=C(C1)B1OC(C(O1)(C)C)(C)C)NC(C=C)=O